(14S)-4-trifluoromethoxyaniline methyl-N-(3-((tert-butoxycarbonyl)(methyl)amino)propanoyl)-N-methyl-L-valinate COC([C@@H](N(C)C(CCN(C)C(=O)OC(C)(C)C)=O)C(C)C)=O.FC(OC1=CC=C(N)C=C1)(F)F